C(C)(=O)OCC(=O)NC=1C(=C(C2=C(OCCO2)C1)C(=O)OC)Br Methyl 7-(2-acetoxyacetamido)-6-bromo-2,3-dihydrobenzo[b][1,4]dioxine-5-carboxylate